C(C)(C)C1(NC(=NC(=N1)NC=1C=NC=NC1)C1=CC=CC=C1)N 2-isopropyl-6-phenyl-N4-(pyrimidin-5-yl)-1,3,5-triazine-2,4-diamine